C(C)NCC(C(=O)OCC)(F)F ethyl 3-(ethylamino)-2,2-difluoropropionate